(dimethylcarbamoyl)-[1,1'-biphenyl] CN(C(=O)C1=C(C=CC=C1)C1=CC=CC=C1)C